N-iodo-phenyl-amine INC1=CC=CC=C1